[Pt]=O.[Co] cobalt-platinum oxide